FC=1C=C2C(=NNC2=CC1OC)C1=CC(=NO1)C1=CC=C(C=C1)C(=O)N1C=C2C(C1)COC2 {4-[5-(5-Fluoro-6-methoxy-1H-indazol-3-yl)-isoxazol-3-yl]-phenyl}-(cis)-tetrahydrofuro[3,4-c]pyrrol-5-yl-methanon